BrC1=C2C=CN(C(C2=CN=C1)=O)CC1=CC=C2C=C(N(C2=C1)C(=O)OC(C)(C)C)C=O Tert-butyl 6-[(5-bromo-1-oxo-2,7-naphthyridin-2-yl)methyl]-2-formyl-indole-1-carboxylate